O=C(C(=O)C(=O)[C@H](O)C(=O)CO)O 3-dehydro-2,5-didehydro-D-gluconic acid